(R)-(-)-2-hydroxy-4-phenylbutyric acid C1=CC=C(C=C1)CC[C@H](C(=O)O)O